1-(2,6-difluorobenzyl)-3-(6-methoxypyridazin-3-yl)-5-((N-methylacetamido)methyl)-2,4-dioxo-1,2,3,4-tetrahydrothiophen FC1=C(CS2C(C(C(C2CN(C(C)=O)C)=O)C=2N=NC(=CC2)OC)=O)C(=CC=C1)F